NC[C@@H](C(=O)O)C (S)-3-amino-2-methylpropionic acid